FC1=CC(=C(C=C1)[C@H]1C(=C(NC(=N1)C=1SC=CN1)C12C3C4C5(C(C14)C2C53)C(=O)O)C(=O)OC)C |o1:7| (S*)-4-(6-(4-fluoro-2-methylphenyl)-5-(methoxycarbonyl)-2-(thiazol-2-yl)-3,6-dihydropyrimidin-4-yl)cubane-1-carboxylic acid